1,2,5-tris[trichloromethyl]imidazole ClC(N1C(=NC=C1C(Cl)(Cl)Cl)C(Cl)(Cl)Cl)(Cl)Cl